2,6-di-tert-butyl-1-methylphenol C(C)(C)(C)C1C(C(=CC=C1)C(C)(C)C)(O)C